Cl.BrC=1C=C(C=CC1F)NC(=NO)C1=NON=C1NCCN1N=NC(=C1)COCCO N-(3-bromo-4-fluorophenyl)-N'-hydroxy-4-((2-(4-((2-hydroxyethoxy)methyl)-1H-1,2,3-triazol-1-yl)ethyl)amino)-1,2,5-oxadiazole-3-formamidine hydrochloride